OC1=CC=C(CNC2=C3N=CN(C3=NC=N2)[C@H]2[C@H](O)[C@@H](O)[C@H](O)[C@H](O2)CO)C=C1 6-(4-hydroxybenzylamino)-9-β-D-glucopyranosylpurine